FC1(CC(C1)C=1N2C(SC1)=NC(=C2)C(=O)N[C@@H]2C(N(C1=C(OC2)C=CC(=C1)C#CC(C)(C)O)C)=O)F (S)-3-(3,3-difluorocyclobutyl)-N-(7-(3-hydroxy-3-methylbut-1-yn-1-yl)-5-methyl-4-Oxo-2,3,4,5-tetrahydrobenzo[b][1,4]oxazepine-3-yl)imidazo[2,1-b]thiazole-6-carboxamide